C(C)(C)(C)N1C[C@@H]([C@H](C1)C1=CC=CC=C1)C(=O)NCC1=C2C=CN=CC2=CC=C1 tert-Butyl-(3R,4S)-N-(isoquinolin-5-ylmethyl)-4-phenylpyrrolidine-3-carboxamide